2,4,6-tris(tert-butyl)-1,3,5-trioxane C(C)(C)(C)C1OC(OC(O1)C(C)(C)C)C(C)(C)C